C(C)C1=CC(=C2C(=N1)CCC2)NC(=O)N=[S@@](=O)(N)C2=CN=C(S2)C(C)(C)O (S)-N'-((2-ethyl-6,7-dihydro-5H-cyclopenta[b]pyridin-4-yl)carbamoyl)-2-(2-hydroxypropan-2-yl)thiazole-5-sulfonimidamide